3-[[4-[[6-[2-(2,6-dichloro-3,5-dimethoxy-anilino)-3-pyridinyl]pyrimidin-4-yl]amino]-3-nitro-phenoxy]methyl]azetidine-1-carboxylic acid tert-butyl ester C(C)(C)(C)OC(=O)N1CC(C1)COC1=CC(=C(C=C1)NC1=NC=NC(=C1)C=1C(=NC=CC1)NC1=C(C(=CC(=C1Cl)OC)OC)Cl)[N+](=O)[O-]